Di[4-(1-naphthyl)phenyl] carbonate C(OC1=CC=C(C=C1)C1=CC=CC2=CC=CC=C12)(OC1=CC=C(C=C1)C1=CC=CC2=CC=CC=C12)=O